N1CC(=CC1)C=1C=CC(=C(C(=O)NC2(CC2)C2=CC=CC3=CC=CC=C23)C1)C 5-(2,5-Dihydro-1H-pyrrol-3-yl)-2-methyl-N-(1-(naphthalen-1-yl)cyclopropyl)benzamide